C(C)(C)(C)C=1C(=C(C=C(C1)CCC(=O)OCC(CCCC)CC)N1NC2=C(N1)C=CC(=C2)Cl)O 2-[3'-t-butyl-5'-[2-(2-ethylhexyloxy)carbonylethyl]-2'-hydroxyphenyl]-5-chlorobenzotriazoleN